3-ethyl-1,3-hexanediol dibenzoate C(C1=CC=CC=C1)(=O)OCCC(CCC)(OC(C1=CC=CC=C1)=O)CC